ClC1=C(C(=CC(=C1)N1CCOCC1)C(F)(F)F)NC(CC1CCCC1)=O N-(2-Chloro-4-morpholin-4-yl-6-trifluoromethyl-phenyl)-2-cyclopentyl-acetamide